The molecule is a 3-oxo-fatty acyl-CoA(4-) arising from deprotonation of the phosphate and diphosphate functions of (17Z,20Z,23Z,26Z)-3-oxodotriacontatetraenoyl-CoA. It is a 3-oxo-fatty acyl-CoA(4-), an 11,12-saturated fatty acyl-CoA(4-) and an ultra-long-chain 3-oxoacyl-CoA(4-). It is a conjugate base of a (17Z,20Z,23Z,26Z)-3-oxodotriacontatetraenoyl-CoA. CCCCC/C=C\\C/C=C\\C/C=C\\C/C=C\\CCCCCCCCCCCCCC(=O)CC(=O)SCCNC(=O)CCNC(=O)[C@@H](C(C)(C)COP(=O)([O-])OP(=O)([O-])OC[C@@H]1[C@H]([C@H]([C@@H](O1)N2C=NC3=C(N=CN=C32)N)O)OP(=O)([O-])[O-])O